ClC1=C(C=CC(=C1)F)NC1=NC=C(C(=N1)C=1N=C(OC1)C(=O)O)C 4-(2-((2-chloro-4-fluorophenyl)amino)-5-methylpyrimidin-4-yl)oxazole-2-carboxylic acid